NC=1C=[NH+]C(=CC1C1CC1)Cl 3-amino-6-chloro-4-cyclopropylpyridinium